3-chloro-N-(2-(2,6-dioxopiperidin-3-yl)-1-oxoisoindolin-5-yl)-4-fluorobenzenesulfonamide ClC=1C=C(C=CC1F)S(=O)(=O)NC=1C=C2CN(C(C2=CC1)=O)C1C(NC(CC1)=O)=O